[Ni].C1=CCCC=CCCC=CCC1 1,5,9-cyclododecatriene nickel (0)